C(C)(=O)O[C@H]1[C@H](O)O[C@@H]([C@H]([C@@H]1OC(C)=O)OC(C)=O)C(=O)OC Methyl 2,3,4-tri-O-acetyl-β-D-glucopyranuronate